3-(((2-morpholino-7-(pyridin-3-yl)-6,7-dihydro-5H-pyrrolo[2,3-d]pyrimidin-4-yl)oxy)methyl)pyrrolidine-1-carboxylic acid tert-butyl ester C(C)(C)(C)OC(=O)N1CC(CC1)COC=1C2=C(N=C(N1)N1CCOCC1)N(CC2)C=2C=NC=CC2